N-[(2S)-1-Hydroxypropan-2-yl]-6-(6-methoxypyridin-3-yl)-3-oxo-2,3-dihydropyridazine-4-carboxamide OC[C@H](C)NC(=O)C=1C(NN=C(C1)C=1C=NC(=CC1)OC)=O